2-(6-chloro-4-(3-(4-(2-hydroxyethyl)piperazin-1-yl)phenyl)quinazolin-2-yl)guanidine ClC=1C=C2C(=NC(=NC2=CC1)N=C(N)N)C1=CC(=CC=C1)N1CCN(CC1)CCO